N[C@@H]1CC[C@H](CC1)NC=1C=2N(N=CC1C(=NC1=C(C=CC(=C1)F)Cl)N)C=C(C2)C2=CC(=NC=C2CC)O 4-[(trans-4-aminocyclohexyl)amino]-N'-(2-chloro-5-fluoro-phenyl)-6-(5-ethyl-2-hydroxy-4-pyridyl)pyrrolo[1,2-b]pyridazine-3-carboxamidine